1,1-Dimethyl-2-[(E)-2-(3-nitrophenyl)ethenyl]-1H-benzo[e]indole CC1(C(=NC=2C=CC3=C(C12)C=CC=C3)\C=C\C3=CC(=CC=C3)[N+](=O)[O-])C